O1COC=CC=C1 1,3-dioxepin